C(C)[S@](=O)(=N)C1=C(C=C2C[C@H](N(C2=C1)C(=O)[C@@H]1CC2=CC=C(C=C2C1)C1=NC=CC=C1)C)F (R)-ethyl((R)-5-fluoro-2-methyl-1-((R)-5-(pyridin-2-yl)-2,3-dihydro-1H-indene-2-carbonyl)indolin-6-yl)(imino)-λ6-sulfanone